C1(=CC=CC=C1)NC1(CC=C(C=C1)C1=CC(=C(C=C1)C1=CC=CC=C1)C1=CC=CC=C1)C1=CC=CC=C1 phenyl-(2'-phenyl-[1,1':4',1'':4'',1''']quaterphenyl-4''-yl)-amine